COC(=O)C1=C(N=NC=C1OC1=CC(=CC=C1)C1CC1)CC 5-(3-cyclopropylphenoxy)-3-ethyl-pyridazine-4-carboxylic acid methyl ester